(R)-1-(2-chlorophenyl)-4-(3-hydroxypyrrolidin-1-yl)-7-(trifluoromethyl)-1,8-naphthyridin-2(1H)-one ClC1=C(C=CC=C1)N1C(C=C(C2=CC=C(N=C12)C(F)(F)F)N1C[C@@H](CC1)O)=O